6-bromonaphthalen-2-yldimethylcarbamate BrC=1C=C2C=CC(=CC2=CC1)CN(C([O-])=O)C